ClC1=CC(=NC=C1C)N1N=CC(=C1)CO (1-(4-chloro-5-methylpyridin-2-yl)-1H-pyrazol-4-yl)methanol